C1(CC1)NC(=O)C=1C=C(C(=CC1)C)C1=CC=C(C=C1)C(=O)C1CC(CC1)OCCO N-cyclopropyl-4'-(3-(2-hydroxyethoxy)cyclopentanecarbonyl)-6-methyl-[1,1'-biphenyl]-3-carboxamide